6-Bromo-8-chloro-4-[(3,3-dimethyltetrahydro-2H-pyran-4-yl)amino]cinnoline-3-carbonitrile BrC=1C=C2C(=C(N=NC2=C(C1)Cl)C#N)NC1C(COCC1)(C)C